4-(1-((5-cyclopropyl-1H-pyrazol-3-yl)amino)-1-oxopropan-2-yl)pyridin C1(CC1)C1=CC(=NN1)NC(C(C)C1=CC=NC=C1)=O